C(C)OC(=O)C=1N(C=C(N1)NC(=O)C=1N(C=C(C1)NC(=O)OC(C)(C)C)C)C 4-[4-[(tert-Butoxycarbonyl)amino]-1-methylpyrrole-2-amido]-1-methylimidazole-2-carboxylic acid ethyl ester